2-((2-(trimethylsilyl)ethoxy)methyl)-2,6-naphthyridin-1(2H)-one C[Si](CCOCN1C(C2=CC=NC=C2C=C1)=O)(C)C